tris(silyl) phosphate P(=O)(O[SiH3])(O[SiH3])O[SiH3]